(5-chloro-3-(hex-3-yn-1-yloxy)-2-iodophenyl)carbamic acid ethyl ester C(C)OC(NC1=C(C(=CC(=C1)Cl)OCCC#CCC)I)=O